FC=1C=C(C=CC1)S(=O)(=O)C(C)(C)C1CCN(CC1)C(=O)NC=1C=NC=C(C1)F 4-(2-((3-fluorophenyl)sulfonyl)propan-2-yl)-N-(5-fluoro-pyridin-3-yl)piperidine-1-carboxamide